(R)-8-(2-aminoethyl)-N4-(1-cyclopropylpropyl)-N2-(3-fluoro-5-methylphenyl)quinazoline-2,4-diamine NCCC=1C=CC=C2C(=NC(=NC12)NC1=CC(=CC(=C1)C)F)N[C@H](CC)C1CC1